Cl.C(C)C1=C(C(C2=C(N1CC(=O)NC13CC(C1)(C3)C(F)(F)F)N=C(O2)C2=CC(=NC=C2)OC)=O)N2CCNCC2 2-[5-ethyl-2-(2-methoxy-4-pyridyl)-7-oxo-6-piperazin-1-yl-oxazolo[4,5-b]pyridin-4-yl]-N-[3-(trifluoromethyl)-1-bicyclo[1.1.1]pentanyl]acetamide hydrochloride